N-butylpyridine-2,5-dicarboxamide hexafluorophosphate F[P-](F)(F)(F)(F)F.C(CCC)NC(=O)C1=NC=C(C=C1)C(=O)N